N[C@H]1[C@H](CC1)O |r| rac-(1S*,2R*)-2-aminocyclobutanol